CN1N=CC=2C1=NC(=CC2N2CC1=C(CC2)N(N=C1C)CC12CCC(CC1)(CC2)NC([C@H](C)NC)=O)C (S)-N-(4-((5-(1,6-dimethyl-1H-pyrazolo[3,4-b]pyridin-4-yl)-3-methyl-4,5,6,7-tetrahydro-1H-pyrazolo[4,3-c]pyridin-1-yl)methyl)bicyclo[2.2.2]oct-1-yl)-2-(methylamino)propionamide